C(#N)C1=CC=C(C=C1)C1CN(C1)C1=NOC(=N1)C1CN(CC1)C#N 3-(3-(3-(4-cyanophenyl)azetidin-1-yl)-1,2,4-oxadiazol-5-yl)pyrrolidine-1-carbonitrile